C(C1=CC=CC=C1)N1N=C2C(N(CCC2=C1Cl)[C@@H]1C(N(C2=C(OC1)C=C1C(=C2)OC(=N1)C1CC1)C)=O)=O (S)-7-(2-benzyl-3-chloro-7-oxo-2,4,5,7-tetrahydro-6H-pyrazolo[3,4-c]pyridin-6-yl)-2-cyclopropyl-9-methyl-6,7-dihydro-oxazolo[5',4':4,5]benzo[1,2-b][1,4]oxazepin-8(9H)-one